2-(4-chloro-3-fluorophenoxy)-N-{3-[(1,3-dimethyl-1H-pyrazolo[3,4-d]pyrimidin-4-yl)amino]bicyclo[1.1.1]pent-1-yl}acetamide ClC1=C(C=C(OCC(=O)NC23CC(C2)(C3)NC3=C2C(=NC=N3)N(N=C2C)C)C=C1)F